[Si](C)(C)(C(C)(C)C)N1C=NC=C1 1-(t-butyldimethylsilyl)imidazole